2,3,4,9-tetrahydro-1H-carbazole-5,7-dicarboxylic acid C1CCCC=2C=3C(=CC(=CC3NC12)C(=O)O)C(=O)O